2-[(2,6-difluoro-4-pyridinyl)-[4-[(2,2-dimethylcyclobutyl)carbamoyl]-5-methyl-thiazol-2-yl]amino]-2-oxo-acetic acid ethyl ester C(C)OC(C(=O)N(C=1SC(=C(N1)C(NC1C(CC1)(C)C)=O)C)C1=CC(=NC(=C1)F)F)=O